COC(=O)C1CC(CC1)N 3-aminocyclopentanecarboxylic acid methyl ester